5-(2-ethoxy-3-pyridinyl)-3-methyl-1-[1-methylpropyl]-N-(1H-pyrazol-3-ylmethyl)pyrazolo[4,3-b]pyridin-7-amine C(C)OC1=NC=CC=C1C1=CC(=C2C(=N1)C(=NN2C(CC)C)C)NCC2=NNC=C2